(E)-1-((1,2-dichlorovinyl)oxy)-3-methoxybenzene Cl\C(=C\Cl)\OC1=CC(=CC=C1)OC